Cyclobutylidenebis[2-(5-methyl-2-thienyl)-4-phenyl-5-methyl-1-indenyl]zirconium dichloride [Cl-].[Cl-].C1(CCC1)=[Zr+2](C1C(=CC2=C(C(=CC=C12)C)C1=CC=CC=C1)C=1SC(=CC1)C)C1C(=CC2=C(C(=CC=C12)C)C1=CC=CC=C1)C=1SC(=CC1)C